tert-butyl 4-(3-aminopyrazol-1-yl)piperidine-1-carboxylate NC1=NN(C=C1)C1CCN(CC1)C(=O)OC(C)(C)C